9-(4-chloro-2-fluoro-phenyl)-7-[(2S,4R)-2-(2-methoxy-4-pyridyl)tetrahydropyran-4-yl]-2,3-dimethyl-pyrazino[1,2-a]pyrimidin-4-one ClC1=CC(=C(C=C1)C1=NC(=CN2C1=NC(=C(C2=O)C)C)[C@H]2C[C@H](OCC2)C2=CC(=NC=C2)OC)F